COC1=NNC(=C1C(F)(F)F)C(=NC1=CC(=NC=C1)S(=O)(=O)C)Cl 3-methoxy-N-(2-(methylsulfonyl)pyridin-4-yl)-4-(trifluoromethyl)-1H-pyrazole-5-carbimidoyl chloride